CC1=CN=C2N1C1=C(C(=N2)N[C@H](C)C2=C(C(=CC=C2)C(F)(F)F)C)CNC1 (R)-8-methyl-N-(1-(2-methyl-3-(trifluoromethyl)phenyl)ethyl)-2,3-dihydro-1H-imidazo[1,2-a]pyrrolo[3,4-e]pyrimidin-4-amine